1-(1-Cyclopentyl-4-((2R,3S)-2-methyl-3-((methylsulfonyl)methyl)azetidin-1-yl)-1H-pyrrolo[2,3-b]pyridin-6-yl)-6-(4-methoxypyridin-3-yl)-4-methyl-1H-pyrazolo[4,3-c]pyridine C1(CCCC1)N1C=CC=2C1=NC(=CC2N2[C@@H]([C@H](C2)CS(=O)(=O)C)C)N2N=CC=1C(=NC(=CC12)C=1C=NC=CC1OC)C